F[C@H]1CN(CC[C@H]1NC1=CC=CC=2N1N=C(C2CC(F)(F)F)C#CCNC(C2=CC=C(C=C2)C)=O)C N-[3-(7-{[(3S,4R)-3-fluoro-1-methylpiperidin-4-yl]amino}-3-(2,2,2-trifluoroethyl)pyrazolo[1,5-a]pyridin-2-yl)prop-2-yn-1-yl]-4-methylbenzamide